C[N+]1=C2C(=C3C=CC(=C(C3=C1)OC)OC)C=CC4=CC5=C(C=C42)OCO5 The molecule is a benzophenanthridine alkaloid isolated from the root of Zanthoxylum simulans, Chelidonium majus L., and other Papaveraceae. It has a role as an EC 2.7.11.13 (protein kinase C) inhibitor, an antibacterial agent and an antineoplastic agent. It is a benzophenanthridine alkaloid and an organic cation.